OC1=C2C(C=C(OC2=C(C(=C1)O)OC)C1=C(C=CC=C1)OC)=O 5,7-dihydroxy-8,2'-dimethoxyflavone